(S)-5-((2R,4S,5S,6R)-6-allyl-5-methyl-4-((triisopropylsilyl)oxy)tetrahydro-2H-pyran-2-yl)-3,3,8,8-tetraethyl-4,7-dioxa-3,8-disiladecane C(C=C)[C@@H]1[C@@H]([C@H](C[C@@H](O1)[C@@H](O[Si](CC)(CC)CC)CO[Si](CC)(CC)CC)O[Si](C(C)C)(C(C)C)C(C)C)C